(4,5-Dihydroisoxazol-3-yl)-2-methyl-4-(methylsulfonyl)benzoic acid O1N=C(CC1)C=1C(=C(C(=O)O)C=CC1S(=O)(=O)C)C